N[C@]1(CN(CC1)C(=O)OC(C)(C)C)C1=C(C(=CC=C1F)Cl)Cl tert-butyl (3S)-3-amino-3-(2,3-dichloro-6-fluorophenyl)pyrrolidine-1-carboxylate